oleic acid-hydrate O.C(CCCCCCC\C=C/CCCCCCCC)(=O)O